C(C)C1C(=C(C(O1)=O)O)C 5-ethyl-3-hydroxy-4-methylfuran-2(5H)-one